di-dicumyl-phenol carbonate C(O)(O)=O.C(C)(C)(C1=CC=CC=C1)C=1C(=C(C=CC1)O)C(C)(C)C1=CC=CC=C1.C(C)(C)(C1=CC=CC=C1)C=1C(=C(C=CC1)O)C(C)(C)C1=CC=CC=C1